4-Methyl-3-{4-[5-(4-methyl-isoxazol-5-yl)-pyridin-3-yl]-pyrimidin-2-ylamino}-N-[4-(4-methyl-piperazin-1-yl)-phenyl]-benzamide CC1=C(C=C(C(=O)NC2=CC=C(C=C2)N2CCN(CC2)C)C=C1)NC1=NC=CC(=N1)C=1C=NC=C(C1)C1=C(C=NO1)C